C(C1=CC=CC=C1)[C@H]1N(C(OC1)=O)C([C@@H]([C@H](C1=CC(=C(C=C1)C)OC)O)OC1CCCC1)=O (R)-4-benzyl-3-((2R,3S)-2-(cyclopentyloxy)-3-hydroxy-3-(3-methoxy-4-methylphenyl)propanoyl)oxazolidin-2-one